[Na+].N#C[NH-] cyanamide sodium salt